5-(1-Benzyl-1H-pyrazol-4-yl)-4-(2,6-dimethyl-phenyl)-1-methyl-1H-pyridin-2-one C(C1=CC=CC=C1)N1N=CC(=C1)C=1C(=CC(N(C1)C)=O)C1=C(C=CC=C1C)C